tert-butyl N-(2-bromo-5,6-dimethoxy-3-pyridyl)carbamate BrC1=NC(=C(C=C1NC(OC(C)(C)C)=O)OC)OC